ClC=1C=CC(=C(C1)C1=CC(NN=C1OC([2H])([2H])[2H])=O)N1N=NC(=C1)C(F)(F)F 5-(5-chloro-2-(4-(trifluoromethyl)-1H-1,2,3-triazol-1-yl)phenyl)-6-(methoxy-d3)pyridazin-3(2H)-one